FC1(CC(C1)C(=O)NC=1C=NC2=CC=C(C=C2C1N[C@H]1C[C@H](OCC1)C)F)C cis-3-fluoro-N-(6-fluoro-4-(((2R,4R)-2-methyltetrahydro-2H-pyran-4-yl)amino)quinolin-3-yl)-3-methylcyclobutane-1-carboxamide